6-cyano-5-(4-((2-(3-ethylureido)-6-methoxypyridin-4-yl)methyl)piperazin-1-yl)-N-methylpicolinamide C(#N)C1=C(C=CC(=N1)C(=O)NC)N1CCN(CC1)CC1=CC(=NC(=C1)OC)NC(=O)NCC